quinolizidin C1CCCN2CCCCC12